N-(3-(4-acetylpiperazin-1-yl)-2-fluorophenyl)-4-fluoro-7-methyl-1H-indole C(C)(=O)N1CCN(CC1)C=1C(=C(C=CC1)N1C=CC2=C(C=CC(=C12)C)F)F